CN1C(N(C2=CC(=CC=C2C1C)C(=O)NCC1=C(C=C(C=C1F)F)F)CC1=NOC(=C1)C)=O 3,4-dimethyl-1-((5-methylisoxazol-3-yl)methyl)-2-oxo-N-(2,4,6-trifluorobenzyl)-1,2,3,4-tetrahydroquinazoline-7-carboxamide